FC=1C=C(C=C(C1)OC(F)(F)F)NC(=O)C1=CSC=2CN(CCC21)CC=2C=NC=NC2 N-(3-Fluoro-5-(Trifluoromethoxy)Phenyl)-6-(Pyrimidin-5-Ylmethyl)-4,5,6,7-Tetrahydrothieno[2,3-c]Pyridin-3-Carboxamid